2-chloro-5-fluoro-4-{1H,2H,3H-pyrido[3,4-b][1,4]oxazin-7-yl}pyridine ClC1=NC=C(C(=C1)C1=CC2=C(OCCN2)C=N1)F